(cyclopropanecarboxamido)-4-((3-methoxy-4-(2-methyl-2H-1,2,3-triazol-4-yl)pyridin-2-yl)amino)pyridazine-3-carboxylic acid C1(CC1)C(=O)NC=1C(=C(N=NC1)C(=O)O)NC1=NC=CC(=C1OC)C1=NN(N=C1)C